C(#N)C1=C(C=CC(=C1)C(F)(F)F)N1CCC(CC1)(C(=O)NC1CN(C1)C)C=1N=NC(=CC1)C=1C(=NC=CC1)OCC 1-[2-cyano-4-(trifluoromethyl)phenyl]-4-[6-(2-ethoxypyridin-3-yl)pyridazin-3-yl]-N-(1-methylazetidin-3-yl)piperidine-4-carboxamide